racemic-3-cyclohexene-1-formic acid [C@@H]1(CC=CCC1)C(=O)O |r|